NC1=NC(=NC(=N1)NCC1=C(C=CC=C1)N1CCCCC1)N1CCC2(CC(NC2)C(=O)O)CC1 8-(4-amino-6-((2-(piperidin-1-yl)benzyl)amino)-1,3,5-triazin-2-yl)-2,8-diazaspiro[4.5]decane-3-carboxylic acid